5-(1-ethoxyvinyl)pyrimidine C(C)OC(=C)C=1C=NC=NC1